chromium(II) butyrate C(CCC)(=O)[O-].[Cr+2].C(CCC)(=O)[O-]